C(#N)CC(=O)N[C@H]1C[C@H](CCC1)C(=O)NC1=NC=C(C(=C1)C1=CC2=C(N(N=C2C(=C1)F)C)[C@](C(F)(F)F)(C)O)C (1S,3R)-3-(2-cyanoacetamido)-N-(4-(7-fluoro-2-methyl-3-((S)-1,1,1-trifluoro-2-hydroxypropan-2-yl)-2H-indazol-5-yl)-5-methylpyridin-2-yl)cyclohexane-1-carboxamide